7-(4-(4-(benzo[b]thiophen-4-yl)piperazin-1-yl)butoxy)-N-methyl-2-oxo-3,4-dihydroquinoline-1(2H)-carboxamide S1C2=C(C=C1)C(=CC=C2)N2CCN(CC2)CCCCOC2=CC=C1CCC(N(C1=C2)C(=O)NC)=O